tert-butyl 4-cyano-4-(4,6-dichloro-2-methylpyridin-3-yl)butanoate C(#N)C(CCC(=O)OC(C)(C)C)C=1C(=NC(=CC1Cl)Cl)C